N-(3-(2'-fluoro-[1,1'-biphenyl]-4-yl)propyl)-2-methoxynicotinamide FC1=C(C=CC=C1)C1=CC=C(C=C1)CCCNC(C1=C(N=CC=C1)OC)=O